4-chloro-1-(3-(pyrrolidin-1-ylmethyl)benzyl)-1H-imidazo[4,5-c]Quinoline ClC1=NC=2C=CC=CC2C2=C1N=CN2CC2=CC(=CC=C2)CN2CCCC2